(R)-dimethyl((6-(1-methyl-1H-pyrazol-3-yl)-4-(3-methylmorpholino)pyridin-2-yl)imino)-λ6-sulfanone CS(=O)(=NC1=NC(=CC(=C1)N1[C@@H](COCC1)C)C1=NN(C=C1)C)C